ClC1=C(C(=CC(=C1)F)Cl)C=1N=C(SC1C(=O)N)NC1=NC(=NC(=C1)N1CCN(CC1)CCO)C (2,6-dichloro-4-fluorophenyl)-2-((6-(4-(2-hydroxyethyl)piperazin-1-yl)-2-methylpyrimidin-4-yl)amino)thiazole-5-carboxamide